ClC1=CC=C(C=C1)[C@]1(CC[C@H]2N(CCN(C2)C(=O)C=2C=NC=C(C2Cl)Br)C1)O [(7S,9aR)-7-(4-chlorophenyl)-7-hydroxy-3,4,6,8,9,9a-hexahydro-1H-pyrido[1,2-a]pyrazin-2-yl]-(5-bromo-4-chloropyridin-3-yl)methanone